1-[3-(methyldimethoxysilyl)phenyl]-1-phenylethylene C[Si](C=1C=C(C=CC1)C(=C)C1=CC=CC=C1)(OC)OC